O[C@H]1C=2C=CC(=CC2CC[C@@H]1[C@@H]1N2C(C3=CC=CC=C13)=CN=C2)C(=O)N (5R,6R)-5-Hydroxy-6-((S)-5H-imidazo[5,1-a]isoindol-5-yl)-5,6,7,8-tetrahydronaphthalen-2-carboxamid